C(#N)C[C@H](C1CCCC1)N1N=CC(=C1)C=1C2=C(N=CN1)N(C=C2)COC(CC2=CC=C(C=C2)NC(C)=O)=O (R)-(4-(1-(2-cyano-1-cyclopentylethyl)-1H-pyrazol-4-yl)-7H-pyrrolo[2,3-d]pyrimidin-7-yl)methyl-2-(4-acetamidophenyl)acetate